C1(=CC=CC=C1)[C@H]1N(OCC1)C1=NC(=NC=C1C(F)(F)F)NC1=NC=2CCN(CC2C=C1)CC1=CC=C(C=C1)CO [4-[[2-[[4-[(3S)-3-phenylisoxazolidin-2-yl]-5-(trifluoromethyl)pyrimidin-2-yl]amino]-7,8-dihydro-5H-1,6-naphthyridin-6-yl]methyl]phenyl]methanol